tert-butyl (R)-benzyl(3-cyclopropyl-6-((1-methylpyrrolidin-3-yl)oxy)imidazo[1,2-b]pyridazin-8-yl)carbamate C(C1=CC=CC=C1)N(C(OC(C)(C)C)=O)C=1C=2N(N=C(C1)O[C@H]1CN(CC1)C)C(=CN2)C2CC2